C(C)OC(=C)C=1C=C2CN(C(C2=CC1)=O)C1C(NC(CC1)=O)=O 3-[5-(1-ethoxyethenyl)-1-oxo-3H-isoindol-2-yl]piperidine-2,6-dione